benzyl 4,4,4-trifluorobutyrate FC(CCC(=O)OCC1=CC=CC=C1)(F)F